NC=1C=C(N(C(C1)=O)C)N1CCC(CC1)(C)NC(OC(C)(C)C)=O tert-butyl (1-(4-amino-1-methyl-6-oxo-1,6-dihydropyridin-2-yl)-4-methylpiperidin-4-yl)carbamate